O[C@H]1CNCC[C@@H]1C1=CC=CC=2N(C(N(C21)C)=O)N2C(CCCC2=O)=O [4-[(3R,4R)-3-hydroxy-4-piperidinyl]-3-methyl-2-oxo-benzimidazol-1-yl]piperidine-2,6-dione